(R)-2-(4-((1-ethylpiperidin-3-yl)amino)phthalazin-1-yl)-5-(trifluoromethyl)phenol C(C)N1C[C@@H](CCC1)NC1=NN=C(C2=CC=CC=C12)C1=C(C=C(C=C1)C(F)(F)F)O